COC(=O)C1=CC=2C(=NC=C(C2S1)C)Cl 4-Chloro-7-methyl-thieno[3,2-c]pyridine-2-carboxylic acid methyl ester